C(C)(=O)N1CCC2(CC(C(N2)=O)CC(C(C(=O)N)=O)NC([C@H](CC2CCCCC2)NC(=O)C=2NC3=CC=CC(=C3C2)OC)=O)CC1 N-((2S)-1-((1-(8-Acetyl-2-oxo-1,8-diazaspiro[4.5]decan-3-yl)-4-amino-3,4-dioxobutan-2-yl)amino)-3-cyclohexyl-1-oxopropan-2-yl)-4-methoxy-1H-indole-2-carboxamide